(3-(benzyloxy)isoxazol-5-yl)methanol C(C1=CC=CC=C1)OC1=NOC(=C1)CO